C(C)(=O)N1CC2(CNC3=NC=C(C=C32)C=3C(=C(C(=O)N(C)C)C(=CC3)N)F)C1 3-(1-Acetyl-1',2'-dihydrospiro[azetidine-3,3'-pyrrolo[2,3-b]pyridin]-5'-yl)-6-amino-2-fluoro-N,N-dimethylbenzamide